N-[(2-Methoxy-3-pyridyl)sulfonyl]-6-(1-methylcyclopropyl)-2-(2,4,6-trimethylphenoxy)pyridin-3-carboxamid COC1=NC=CC=C1S(=O)(=O)NC(=O)C=1C(=NC(=CC1)C1(CC1)C)OC1=C(C=C(C=C1C)C)C